C(C1=CC=CC=C1)N[C@@H]1C[C@@H](NCC1)C1=CC=CC=C1 (2R,4S)-N-benzyl-2-phenyl-Piperidin-4-amine